6-(5-methyl-1H-indazol-4-yl)benzo[d]thiazol CC=1C(=C2C=NNC2=CC1)C1=CC2=C(N=CS2)C=C1